tert-butyl 2-((5-cyclopropyl-3-(2-(methoxymethoxy)phenyl)-7-((2-(trimethylsilyl)ethoxy)methyl)-7H-pyrrolo[2,3-c]pyridazin-6-yl)methyl)azetidine-1-carboxylate C1(CC1)C1=C(N(C=2N=NC(=CC21)C2=C(C=CC=C2)OCOC)COCC[Si](C)(C)C)CC2N(CC2)C(=O)OC(C)(C)C